nicotine phosphorate P(O)(O)(O)=O.N1=CC=CC(=C1)C1N(C)CCC1